(2R)-2-(dimethylaminopropyl)-7,8-dihydro-5H-1,6-naphthyridin CN(C)CCCC1=NC=2CCNCC2C=C1